dimethyl-pyren-1-yl-methylamine CC(NC1=CC=C2C=CC3=CC=CC4=CC=C1C2=C34)C